(R)-1-((3,5-dichlorophenyl)sulfonyl)-3-(2-fluoro-4-iodophenoxy)pyrrolidine ClC=1C=C(C=C(C1)Cl)S(=O)(=O)N1C[C@@H](CC1)OC1=C(C=C(C=C1)I)F